OC1=C(C=C(C=C1)C1=CC(=C(C=C1)O)C(=O)O)C(=O)O 4,4'-dihydroxy-3,3'-bi-benzenedicarboxylic acid